7-((2S,5S)-4-(bis(4-fluorophenyl)methyl)-5-(methoxymethyl)-2-methylpiperazin-1-yl)-5-chlorothiazolo[5,4-d]pyrimidine FC1=CC=C(C=C1)C(N1C[C@@H](N(C[C@H]1COC)C=1C2=C(N=C(N1)Cl)SC=N2)C)C2=CC=C(C=C2)F